FC=1C=NC(=NC1)C=1C=C(C=CC1C)NC(=O)N1[C@H]2C[C@@H](C[C@@]1(C2)CN2N=CC=C2)C (1R,3S,5S)-N-[3-(5-fluoropyrimidin-2-yl)-4-methylphenyl]-3-methyl-1-(pyrazol-1-ylmethyl)-6-azabicyclo[3.1.1]heptane-6-carboxamide